4-(7-bromo-6-chloro-2,8-difluoroquinazolin-4-yl)piperazine-1-carboxylic acid tert-butyl ester C(C)(C)(C)OC(=O)N1CCN(CC1)C1=NC(=NC2=C(C(=C(C=C12)Cl)Br)F)F